Dineopentylphenylbismuth C(C(C)(C)C)[Bi](C1=CC=CC=C1)CC(C)(C)C